3,6-dihydro-2H-pyran-4-ylboronic acid O1CCC(=CC1)B(O)O